BrC1=CC(=NC=C1)C1(CC1)C(=O)O (4-bromopyridin-2-yl)cyclopropane-1-carboxylic acid